2-Ethoxy-N-[(3-fluorophenyl)-methyl]-4-methyl-6-([1,4]oxazepan-4-yl)-pyridine-3-carboxylic acid amide C(C)OC1=NC(=CC(=C1C(=O)NCC1=CC(=CC=C1)F)C)N1CCOCCC1